N1C(C=NC=C1)C(=O)[O-] pyrazine-2(1H)-carboxylate